6-(cyclopropanecarboxamido)-N-(methyl-d3)-4-((2-methyl-5-(methyl-d3)-4,5-dihydro-2H-[1,2,3]triazolo[4,5-c]quinolin-6-yl)amino)nicotinamide C1(CC1)C(=O)NC1=NC=C(C(=O)NC([2H])([2H])[2H])C(=C1)NC1=CC=CC=2C=3C(CN(C12)C([2H])([2H])[2H])=NN(N3)C